C(C)(C)(C)OC(=O)NCC(C(=O)O)C1=CC(=CC=C1)CN(C)C 3-[(tert-butoxycarbonyl)amino]-2-{3-[(dimethylamino)methyl]phenyl}propanoic acid